tert-butyl (S)-4-(5-ethyl-2-(3-fluoro-3,4-dihydro-2H-pyran-6-yl)-7-oxo-4,7-dihydro-[1,2,4]triazolo[1,5-a]pyrimidin-6-yl)piperazine-1-carboxylate C(C)C=1NC=2N(C(C1N1CCN(CC1)C(=O)OC(C)(C)C)=O)N=C(N2)C2=CC[C@@H](CO2)F